C1(=CC=CC=2C3=CC=CC=C3CC12)S(=O)(=O)[O-] fluorenesulfonate